4-(((6,7-dimethoxyquinazolin-4-yl)amino)methyl)piperidine-1-sulfonamide COC=1C=C2C(=NC=NC2=CC1OC)NCC1CCN(CC1)S(=O)(=O)N